((2R,3S)-3-amino-2-hydroxy-4-phenylbutyl)-N-isobutyl-1H-benzo[d]imidazole-6-sulfonamide N[C@H]([C@@H](CN1C=NC2=C1C=C(C=C2)S(=O)(=O)NCC(C)C)O)CC2=CC=CC=C2